2-(2,6-dioxopiperidin-3-yl)-5-(6-((1-(2-(4-(1,2-diphenylbut-1-en-1-yl)phenoxy)ethyl)piperidin-4-yl)methyl)-3,6-diazabicyclo[3.1.1]heptan-3-yl)-6-fluoroisoindoline-1,3-dione O=C1NC(CCC1N1C(C2=CC(=C(C=C2C1=O)N1CC2N(C(C1)C2)CC2CCN(CC2)CCOC2=CC=C(C=C2)C(=C(CC)C2=CC=CC=C2)C2=CC=CC=C2)F)=O)=O